CS(=O)(=O)CCSCCS(=O)(=O)C mono-(methylsulfonylethyl) sulfide